FC1=COC2=C1C=C(C=C2)CC(C)NCC(=O)OC methyl (1-(3-fluorobenzofuran-5-yl)propan-2-yl)glycinate